(R)-5-{4-[4-(5-chloroindazol-2-yl)piperidine-1-carbonyl]phenyl}-5-isopropylimidazolidine-2,4-dione ClC1=CC2=CN(N=C2C=C1)C1CCN(CC1)C(=O)C1=CC=C(C=C1)[C@@]1(C(NC(N1)=O)=O)C(C)C